ClC=1N=C(C2=C(N1)C(=C(N=C2)Cl)F)N2CC1(CC(C1)OC1OCCCC1)CCC2 2,7-dichloro-8-fluoro-4-(2-((tetrahydro-2H-pyran-2-yl)oxy)-6-azaspiro[3.5]nonan-6-yl)pyrido[4,3-d]pyrimidine